BrC1=CC(=C(C(=O)NC=2C(=CC3=C(OCCO3)C2)C(=O)O)C=C1)S(=O)(=O)C 7-(4-bromo-2-(methylsulfonyl)benzamido)-2,3-dihydrobenzo[b][1,4]dioxine-6-carboxylic acid